O[C@H](C(=O)O)CC(C)C (S)-2-hydroxy-4-methylpentanoic acid